3-chloro-14-fluoro-16-(1-hydroxyethyl)-9,17-dimethyl-10-oxa-2,12,18,20-tetrazapentacyclo[9.7.1.14,7.02,8.015,19]icosa-1(18),11,13,15(19),16-pentaene-20-carboxylate ClC1N2C3=NC(=C(C=4C(=CN=C(OC(C2C2CCC1N2C(=O)[O-])C)C34)F)C(C)O)C